N1C=NC(=C1)S(=O)(=O)N1CCC2(CC[C@H]([C@H]2O)[C@@H]2N3C(C4=CC=CC=C24)=CN=C3)CC1 (1R,2S)-8-((1H-imidazol-4-yl)sulfonyl)-2-((S)-5H-imidazo[5,1-a]isoindol-5-yl)-8-azaspiro[4.5]decan-1-ol